1-(4-methoxyphenyl)-3-methylbutan-2-one COC1=CC=C(C=C1)CC(C(C)C)=O